ethyl 2,4-dioxo-1,2,3,4-tetrahydropyrazolo[1,5-a][1,3,5]triazine-7-carboxylate O=C1NC=2N(C(N1)=O)N=C(C2)C(=O)OCC